1-(4-(2-(3-(4-(tert-butyl)piperazin-1-yl)phenyl)-3-hydroxy-6-methylpyridin-4-yl)-2-fluorophenyl)-3-methyl-1,3-dihydro-2H-imidazol-2-one C(C)(C)(C)N1CCN(CC1)C=1C=C(C=CC1)C1=NC(=CC(=C1O)C1=CC(=C(C=C1)N1C(N(C=C1)C)=O)F)C